8-(pyrrolidin-1-ylmethyl)-2,3-dihydro-1,4-benzoxazepin-5-one N1(CCCC1)CC1=CC2=C(C(NCCO2)=O)C=C1